methyl 3-(3-cyano-4-morpholino-anilino)-5-(methylamino)-6-(3-methylimidazo[4,5-c]pyridin-7-yl)pyrazine-2-carboxylate C(#N)C=1C=C(NC=2C(=NC(=C(N2)NC)C=2C3=C(C=NC2)N(C=N3)C)C(=O)OC)C=CC1N1CCOCC1